8-(6-((4-(Aminomethyl)benzyl)amino)pyridin-3-yl)-1,3-dicyclopropyl-xanthine NCC1=CC=C(CNC2=CC=C(C=N2)C2=NC=3N(C(N(C(C3N2)=O)C2CC2)=O)C2CC2)C=C1